OCCCO[C@@H]1[C@@H](CC2=CC=C3[C@@H]4CC[C@H]([C@@H](CCCC(C)(C)O)C)[C@]4(CC[C@@H]3[C@]2([C@H]1O)C)C)O (1R,2R,3R)-2-(3-hydroxypropoxy)-cholest-5,7-diene-1,3,25-triol